OC1=C(C(C(C(=C1CC=C(C)C)O)(CC=C(C)C)CC=C(C)C)=O)C(CCC(C)C)=O 3,5-dihydroxy-4,6,6-tris(3-methylbut-2-en-1-yl)-2-(4-methylpentanoyl)cyclohexa-2,4-dien-1-one